FC(OC1=C(C=C(C=C1)OC=1C=NN(C1)C[C@H](C)O)C1=NN(C=C1NC(=O)C=1C=NN2C1N=CC=C2)C)F |r| N-[3-[2-(difluoromethoxy)-5-[1-[rac-(2S)-2-hydroxypropyl]pyrazol-4-yl]oxy-phenyl]-1-methyl-pyrazol-4-yl]pyrazolo[1,5-a]pyrimidine-3-carboxamide